(2S,4R)-1-{3-[(tert-butyldimethylsilyl) oxy]-2-methylenebutyl}-4-fluoropyrrolidine-2-carboxylate [Si](C)(C)(C(C)(C)C)OC(C(CN1[C@@H](C[C@H](C1)F)C(=O)[O-])=C)C